furanpropylamine O1C(=CC=C1)CCCN